NN1C(=NC(=C1C(=O)N)C1=CC=C(C=C1)C(NC1=NC=CC(=C1)C)=O)[C@H]1N(CCCC1)C(\C=C\C(F)(F)F)=O (S,E)-1-amino-4-(4-((4-methylpyridin-2-yl)carbamoyl)phenyl)-2-(1-(4,4,4-trifluorobut-2-enoyl)-piperidin-2-yl)-1H-imidazole-5-carboxamide